C=C(CCC(=O)OCC1OC(OC1)(C)C)CCCCCCC (2,2-dimethyl-1,3-dioxolan-4-yl)methyl 4-methyleneundecanoate